1,6-dimethyl-4-[4-methyl-4-(6-methyl-1,3-benzoxazol-2-yl)piperidin-1-yl]-2-oxo-1,2-dihydroquinoline CN1C(C=C(C2=CC(=CC=C12)C)N1CCC(CC1)(C=1OC2=C(N1)C=CC(=C2)C)C)=O